3-[2-(8-chloro-4-oxo-chroman-2-yl)-5-(trifluoromethyl)phenoxy]cyclobutanecarboxylic acid ClC=1C=CC=C2C(CC(OC12)C1=C(OC2CC(C2)C(=O)O)C=C(C=C1)C(F)(F)F)=O